(9R,13S)-3-(difluoromethyl)-9-methyl-8-oxo-3,4,7,15-tetraazatricyclo[12.3.1.02,6]Octadecan FC(N1C2C3CCNC(CCCC[C@H](C(NC2CN1)=O)C)C3)F